FC(C(C(C(C(C(C(C(C(C(C(F)(F)F)(F)F)(F)F)(F)F)(F)F)(F)F)(F)F)(F)F)(F)F)(F)F)(S(=O)(=O)[O-])F.[Na+] sodium perfluoro-1-undecanesulfonate